C12CN(CC(CC1)N2)C2=CN(C1=C2C=NC(=C1F)C1=CC(=CC2=CC=C(C(=C12)C#C)F)O)C1CC1 4-(3-(3,8-diazabicyclo[3.2.1]octan-3-yl)-1-cyclopropyl-7-fluoro-1H-pyrrolo[3,2-c]pyridin-6-yl)-5-ethynyl-6-fluoronaphthalen-2-ol